F[C@H]1C[C@H](N(C1)C(CN1C[C@@H](CC1)NC=1C=C2C(=CC=NC2=CC1)OC)=O)C#N (2S,4S)-4-fluoro-1-[2-[(3R)-3-[(4-methoxy-6-quinolinyl)amino]pyrrolidin-1-yl]acetyl]pyrrolidine-2-carbonitrile